(R)-N-[(1R)-2-cyano-1-(3-ethoxy-4-methoxy-phenyl)ethyl]-2-methylpropane-2-sulfinamide C(#N)C[C@H](C1=CC(=C(C=C1)OC)OCC)N[S@](=O)C(C)(C)C